5,7-diisobutylisoquinoline C(C(C)C)C1=C2C=CN=CC2=CC(=C1)CC(C)C